5,5'-(5-(4,6-diphenyl-1,3,5-triazin-2-yl)-2-(2,6-diphenylpyridin-3-yl)-1,3-phenylene)bis(5H-pyrido[3,2-b]indole) C1(=CC=CC=C1)C1=NC(=NC(=N1)C1=CC=CC=C1)C=1C=C(C(=C(C1)N1C2=C(C=3C=CC=CC13)N=CC=C2)C=2C(=NC(=CC2)C2=CC=CC=C2)C2=CC=CC=C2)N2C1=C(C=3C=CC=CC23)N=CC=C1